N-(4-(4-amino-5-(benzo[b]thiophen-2-yl)pyrazolo[5,1-f][1,2,4]triazin-6-yl)phenyl)acrylamide NC1=NC=NN2C1=C(C(=N2)C2=CC=C(C=C2)NC(C=C)=O)C2=CC1=C(S2)C=CC=C1